tert-butyl ((1S,2R)-2-(((1-(4-(2,6-dioxopiperidin-3-yl)phenyl)piperidin-4-yl) methyl)amino)cyclopentyl)carbamate O=C1NC(CCC1C1=CC=C(C=C1)N1CCC(CC1)CN[C@H]1[C@H](CCC1)NC(OC(C)(C)C)=O)=O